S1C=C(C2=C1CCCC2)C(=O)[O-] 4,5,6,7-tetrahydrobenzothiophene-3-carboxylate